CN1C(=CC2=CC=CC=C12)[Si](C)(C)OCC 1-methyl-2-(ethoxydimethylsilyl)-1H-indole